[K+].C([O-])([O-])=O.[K+] carbonic acid, potassium salt